FC1=C(C=CC=C1C=O)NC(OCC1=CC=CC=C1)=O benzyl (2-fluoro-3-formylphenyl)carbamate